C(C)(C)(C)OC(=O)N1CC(C1)(O)CC1N2C(C3=CC=CC=C13)=CN=C2 3-((5H-imidazo[5,1-a]isoindol-5-yl)methyl)-3-hydroxyazetidine-1-carboxylic acid tert-butyl ester